N1=C(C=CC=C1)SS[C@H]([C@H](C)O)C (2S,3S)-3-(2-pyridyldithio)butan-2-ol